FC1=NN2C(N=CC3=C2C(CC3C(=O)OC)(C=3C=NN(C3)C(F)(F)F)C)=C1 Methyl 2-fluoro-8-methyl-8-(1-(trifluoromethyl)-1H-pyrazol-4-yl)-7,8-dihydro-6H-cyclopenta[e]pyrazolo[1,5-a]pyrimidine-6-carboxylate